2,2'-(4-fluoro-1,3-phenylene)bis(N-(pentan-3-yl)oxazole-5-carboxamide) FC1=C(C=C(C=C1)C=1OC(=CN1)C(=O)NC(CC)CC)C=1OC(=CN1)C(=O)NC(CC)CC